C[Pt](C1(C(=C(C(=C1C)C)C)C)C)(C)C trimethyl-(pentamethylcyclopentadienyl)platinum